OCC1=CC(=C(C(=O)NCC2=C(C=CC(=C2)C2=CC=C(C=C2)C(=O)O)C2=CC=C(C=C2)C(=O)O)C(=C1)OC)OC 2'-((4-(Hydroxymethyl)-2,6-dimethoxybenzamido)methyl)-[1,1':4',1''-terphenyl]-4,4''-dicarboxylic acid